FC(C1=CC=C(C(=O)NCC2=C(C=CC3=C2N(C=N3)C)OC)C=C1)F 4-(difluoromethyl)-N-((6-methoxy-1-methyl-1H-benzimidazol-7-yl)methyl)benzamide